2,4-dimethylhexa-1,3-diene CC(=C)C=C(CC)C